C(C)(C)(C)OC(=O)N1CC2=C(C(CC1)NC(=O)N1CC(C1)OC(C)C)C=CC(=C2)Br 8-bromo-5-(3-isopropoxyazetidine-1-carboxamido)-4,5-dihydro-1H-benzo[c]azepin-2(3H)-carboxylic acid tert-butyl ester